2-chloro-N-((3-nitropyridin-2-yl)carbamoyl)acetamide ClCC(=O)NC(NC1=NC=CC=C1[N+](=O)[O-])=O